(2R,4R)-6-chloro-4-hydroxy-N-(3-{3-[cis-3-(trifluoromethoxy)cyclobutyl]-1,2-oxazol-5-yl}bicyclo[1.1.1]pentan-1-yl)-3,4-dihydro-2H-1-benzopyran-2-carboxamide ClC=1C=CC2=C([C@@H](C[C@@H](O2)C(=O)NC23CC(C2)(C3)C3=CC(=NO3)[C@@H]3C[C@@H](C3)OC(F)(F)F)O)C1